C(#N)C=1C=C(C=CC1)NC(C(CC)N1N=CC(=C1)C=1C2=C(N=CN1)NC=C2)=O N-(3-cyanophenyl)-2-[4-(7H-pyrrolo[2,3-d]pyrimidin-4-yl)-1H-pyrazol-1-yl]butanamide